Cl.COC=1C(=C2C(=NC1C)CNC2)C 3-methoxy-2,4-dimethyl-6,7-dihydro-5H-pyrrolo[3,4-b]pyridine hydrochloride